racemic-5-((trans)-2-phenylcyclopropyl)-1,3,4-thiadiazol-2-amine C1(=CC=CC=C1)[C@H]1[C@@H](C1)C1=NN=C(S1)N |r|